NC1=CC=C(C=C1)CC(=O)O 2-(4-aminophenyl)acetic acid